1-hexanoate C(CCCCC)(=O)[O-]